(4-Aminopiperidin-1-yl)(6-chloro-4-((5-cyclopropyl-4-fluoro-1H-pyrazol-3-yl)amino)quinazolin-2-yl)methanone hydrochloride Cl.NC1CCN(CC1)C(=O)C1=NC2=CC=C(C=C2C(=N1)NC1=NNC(=C1F)C1CC1)Cl